4-(trifluoromethyl)-benzenesulfonic acid FC(C1=CC=C(C=C1)S(=O)(=O)O)(F)F